4-amino-1,2,4-triazolone NN1C(NN=C1)=O